C(C1=CC=CC=C1)N1C[C@H](CC1)NC(=S)NC1=C(C=CC=C1)OC (s)-1-(1-benzylpyrrolidine-3-yl)-3-(2-methoxyphenyl)thiourea